FC1(C(CN(CC1)C(=O)OC(C)(C)C)CO)F tert-butyl 4,4-difluoro-3-(hydroxymethyl)piperidine-1-carboxylate